N-propyl-3-(4,4,5,5-tetramethyl-1,3,2-dioxaborolan-2-yl)benzamide C(CC)NC(C1=CC(=CC=C1)B1OC(C(O1)(C)C)(C)C)=O